N1=CC=C(C=C1)N1C=CC2=CC=C(C=C12)C1=NNC(=C1)NC(C1=CC=C(C=C1)NC1CCN(CC1)C)=O N-(3-(1-(pyridin-4-yl)-1H-indol-6-yl)-1H-pyrazol-5-yl)-4-((1-methylpiperidin-4-yl)amino)benzamide